N1N=NC2=C1C=CC(=C2)CNC(=O)C2C1CNCC2C1 N-((1H-benzo[d][1,2,3]triazol-5-yl)methyl)-3-azabicyclo[3.1.1]heptane-6-carboxamide